OC1=C(C(=O)N(C)C)C=CC=C1NC1=NS(N=C1N[C@H](CC)C=1OC=C(C1)C(C)C)=O 2-Hydroxy-3-[4-[1(R)-(4-isopropylfuran-2-yl)propylamino]-1-oxo-1,2,5-thiadiazol-3-ylamino]-N,N-dimethylbenzamide